COO[C@H]1[C@@](OCC(O)CO)(O[C@@H]([C@@H]([C@@H]1OOC)OOC)COOC)C(C)=O glyceryl 2,3,4,6-tetra-O-methoxyacetyl-α-D-galactopyranoside